CN1CCN(CCC1)[C@@H]1CNCC1 (S)-1-Methyl-4-(pyrrolidin-3-yl)-1,4-diazepane